[Cl-].CC=1C=CC=2N(C3=CC=C(C=C3C2C1)C)CCCC[PH3+] [4-(3,6-dimethyl-9H-carbazol-9-yl)butyl]phosphonium chloride